pyrido[2,1-a]isoquinolin-4-one C=1C=CC(N2C1C1=CC=CC=C1C=C2)=O